N-methyl-5-(1-phenyl-1H-pyrazol-4-yl)-N-[(3S)-pyrrolidin-3-yl]-1H-imidazole-2-carboxamide CN(C(=O)C=1NC(=CN1)C=1C=NN(C1)C1=CC=CC=C1)[C@@H]1CNCC1